C(CCCCCCCCCCC)[Se]C(CC(=O)C1C(=CCCC1(C)C)C)C 3-(dodecylselenyl)-1-(2,6,6-trimethyl-2-cyclohexen-1-yl)-1-butanone